ClC1=NC(=CC(=C1CN1[C@@H]2[C@H](CC1)CN(C2)C(=O)OC(C)(C)C)C)C(F)(F)F tert-butyl (3aR,6aR)-1-((2-chloro-4-methyl-6-(trifluoromethyl)pyridin-3-yl)methyl)hexahydropyrrolo[3,4-b]pyrrole-5(1H)-carboxylate